BrC1=NN(C(=C1[C@@H]1[C@H](C(N(C1)C)=O)C(=O)NC=1C(=NC(=CC1)F)F)Cl)C (3S,4S)-4-(3-bromo-5-chloro-1-methyl-pyrazol-4-yl)-N-(2,6-difluoro-3-pyridyl)-1-methyl-2-oxo-pyrrolidine-3-carboxamide